C(C)(C)(C)N1CC(C1)C1=CC=C(C=C1)N tert-Butyl-3-(4-aminophenyl)azetidine